1-isobutylsulfinyl-2-methylpropane C(C(C)C)S(=O)CC(C)C